CC=1C=C(C=CC1NC(C)CC(C)C)N=C1C=CC(C=C1)=O 4-((3-methyl-4-((4-methylpentan-2-yl)amino)phenyl)imino)cyclohexa-2,5-dien-1-one